4-(N-((7-(5-(difluoromethyl)-1,3,4-oxadiazol-2-yl)imidazo[1,2-a]pyridin-2-yl)methyl)-N-phenylsulfamoyl)piperidine-1-carboxylic acid tert-butyl ester C(C)(C)(C)OC(=O)N1CCC(CC1)S(N(C1=CC=CC=C1)CC=1N=C2N(C=CC(=C2)C=2OC(=NN2)C(F)F)C1)(=O)=O